2-(1-(4-(6-fluoroquinolin-4-yl)cyclohexyl)ethyl)isoindoline-1,3-dione FC=1C=C2C(=CC=NC2=CC1)C1CCC(CC1)C(C)N1C(C2=CC=CC=C2C1=O)=O